3-((4-(4-fluoro-2-methyl-1H-indole-5-yloxy)-6-methoxyquinazolin-7-yloxy)methyl)-N,N-dimethyl-cyclobutylamine FC1=C2C=C(NC2=CC=C1OC1=NC=NC2=CC(=C(C=C12)OC)OCC1CC(C1)N(C)C)C